N[C@H]1CN(CC1)C1=NC(=NC2=CC(=CC=C12)N(C(C=C)=O)C)N1CCN(CC1)C (R)-N-(4-(3-aminopyrrolidin-1-yl)-2-(4-methylpiperazin-1-yl)quinazolin-7-yl)-N-methylacrylamide